FCCO[C@@H]1C[C@H](N(CC1)C(=O)C=1C=2C=CNC2C(=CC1OC)C)C1=CC=C(C(=O)O)C=C1 4-((2S,4S)-4-(2-fluoroethoxy)-1-(5-methoxy-7-methyl-1H-indole-4-carbonyl)piperidin-2-yl)benzoic acid